tert-butyl 4-methyl-5,7-dihydro-6H-pyrrolo[3,4-b]pyridine-6-carboxylate CC1=C2C(=NC=C1)CN(C2)C(=O)OC(C)(C)C